5-[5-amino-7-(4-fluorophenyl)-2-[(3-fluoropyridin-2-yl)methyl]-[1,2,4]triazolo[1,5-c]pyrimidin-8-yl]-1-(propan-2-yl)-1,2-dihydropyridin-2-one NC1=NC(=C(C=2N1N=C(N2)CC2=NC=CC=C2F)C=2C=CC(N(C2)C(C)C)=O)C2=CC=C(C=C2)F